CC=1C(=C(C=2C(C3=CC=CC=C3NC2C1)=O)C1=C(C=CC=C1C1=CC=CC=C1)C=1C(=CC=CC1)C=1C(=CC=CC1)C1=CC=CC=C1)C dimethyl(phenylquaterphenylyl)acridone